(S)-2-((tert-Butoxycarbonyl)amino)-3-((S)-2-oxopiperidin-3-yl)propanoic acid methyl ester COC([C@H](C[C@H]1C(NCCC1)=O)NC(=O)OC(C)(C)C)=O